NC1(C(C=CC=C1)C1=CC=C(C=C1)C1C(C=CC=C1)(N)N)N p-bis(2-amino-2-amino-phenyl)benzene